Ethyl 3-[(1S,3R)-3-(tert-butoxycarbonylamino) cyclohexyl]-[1,2,4]triazolo[4,3-a]pyridine-7-carboxylate C(C)(C)(C)OC(=O)N[C@H]1C[C@H](CCC1)C1=NN=C2N1C=CC(=C2)C(=O)OCC